3-fluoro-2-fluoromethyl-propionic acid methyl ester COC(C(CF)CF)=O